C(C)(C)(C)OC(N(C)CCOC(=O)OCCl)=O (2-(((chloromethoxy)carbonyl)oxy)ethyl)(methyl)carbamic acid tert-butyl ester